4-(3-methoxyphenyl)-1,4-dihydrobenzo[f]quinoxaline-2,3-dione COC=1C=C(C=CC1)N1C(C(NC=2C3=C(C=CC12)C=CC=C3)=O)=O